BrC1=C2CC3(N(C2=CC(=C1Cl)F)S(OC3)(=O)=O)C3=CC=CC=C3 5-bromo-6-chloro-7-fluoro-3a-phenyl-3a,4-dihydro-3H-[1,2,3]oxathiazolo[3,4-a]indole 1,1-dioxide